5-(9-phenylcarbazol-3-yl)-12-phenyl-5H,12H-indolo[3,2-a]carbazole C1(=CC=CC=C1)N1C2=CC=CC=C2C=2C=C(C=CC12)N1C2=CC=CC=C2C=2C1=CC=C1C3=CC=CC=C3N(C21)C2=CC=CC=C2